O1C2=C(C=CC=N1)C=CC=C2 benzo[6,7]oxazepin